undecane-1-sulfonic acid C(CCCCCCCCCC)S(=O)(=O)O